C1(CC1)C1=CC=C(C=C1)N1N=C(C2=CC=CC=C2C1=O)C=1C=C(C=CC1)C(C(=O)O)(C)C 2-(3-(3-(4-Cyclopropylphenyl)-4-oxo-3,4-dihydrophthalazin-1-yl)phenyl)-2-methylpropanoic acid